C(C)(=O)O.C(C)(=O)O acetic acid, acetate salt